tert-butyl ((S)-1-(((S)-1-cyclohexyl-2-(4-(3-formyl-6-methoxy-1-methyl-1H-indole-2-carbonyl)piperazin-1-yl)-2-oxoethyl)amino)-1-oxopropan-2-yl)(methyl)carbamate C1(CCCCC1)[C@@H](C(=O)N1CCN(CC1)C(=O)C=1N(C2=CC(=CC=C2C1C=O)OC)C)NC([C@H](C)N(C(OC(C)(C)C)=O)C)=O